5-[1-(2,6-Dimethyl-phenyl)-pyrrolidin-3-yl]-2-methyl-7-(2-trifluoromethyl-benzyl)-2,4,5,7-tetrahydro-pyrazolo[3,4-d]pyrimidin-6-one CC1=C(C(=CC=C1)C)N1CC(CC1)N1C(N(C=2C(C1)=CN(N2)C)CC2=C(C=CC=C2)C(F)(F)F)=O